methyl tetrahydroazepinyl ether N1(CCCCC=C1)OC